(phenyldibenzofuranyl)(spirobifluorenyl)amine C1(=CC=CC=C1)C1=C(C2=C(OC3=C2C=CC=C3)C=C1)NC=1C3(C2=CC4=CC=CC=C4C2=CC1)C=CC=C1C2=CC=CC=C2C=C13